tert-butyl (R)-6-(2-(4-(4-chlorophenyl)-2,3,9-trimethyl-6H-thieno[3,2-f][1,2,4]triazolo[4,3-a][1,4]diazepin-6-yl)acetamido)hexanoate ClC1=CC=C(C=C1)C1=N[C@@H](C=2N(C3=C1C(=C(S3)C)C)C(=NN2)C)CC(=O)NCCCCCC(=O)OC(C)(C)C